1-hydroxy-3-(carbamoylmethylamino)benzene OC1=CC(=CC=C1)NCC(N)=O